C1(C#CCCCCC1)OCC(=O)N 2-(cycloocta-2-yne-1-yloxy)acetamide